C(C)(=O)N[C@@H](CSC=1C(=CC=C2C(=NC(=NC12)NC=1NC(C(=C(N1)C)C)=O)C)OC)C(=O)O N-acetyl-S-(2-((4,5-dimethyl-6-oxo-1,6-dihydropyrimidin-2-yl)amino)-7-methoxy-4-methyl-quinazolin-8-yl)cysteine